CC1=C(C=C(C=C1)NC(C1=CC(=CC=C1)C(F)(F)F)=O)C1=CC2=C(N=C(N=C2)NC)N=C1C N-(4-methyl-3-(7-methyl-2-(methylamino)pyrido[2,3-d]pyrimidin-6-yl)phenyl)-3-(trifluoromethyl)benzamide